[2H]C([2H])([2H])N1CC[C@]23[C@@H]4[C@H]1CC5=C2C(=C(C=C5)OC(=O)C)O[C@H]3[C@H](C=C4)OC(=O)C heroin-d3